ClC=1C(=CC=C2N=CC(=NC12)C=1C=NN(C1)C1CC(C1)=O)OC1=CC2=C(N=C(N2COCC[Si](C)(C)C)C)C=C1 3-[4-[8-Chloro-7-[2-methyl-3-(2-trimethylsilylethoxymethyl)benzimidazol-5-yl]oxy-quinoxalin-2-yl]pyrazol-1-yl]cyclobutanone